1,1,1,3,3,3-hexafluoropropan-2-yl (+)-1-((3-fluorophenyl) carbamoyl)-6-azaspiro[2.5]octane-6-carboxylate FC=1C=C(C=CC1)NC(=O)C1CC12CCN(CC2)C(=O)OC(C(F)(F)F)C(F)(F)F